tert-butyl 4-(((ethoxycarbonyl)amino)methyl)piperidine-1-carboxylate C(C)OC(=O)NCC1CCN(CC1)C(=O)OC(C)(C)C